ClC1=C(C=CC(=C1)OCCN1CCNCC1)C1=NC2=C(N1CC1=NC=CC=C1)C=CC=C2OC2(CCC2)C 2-(2-chloro-4-(2-(piperazin-1-yl)ethoxy)phenyl)-4-(1-methyl-cyclobutoxy)-1-(pyridin-2-ylmethyl)-1H-benzo[d]imidazole